11-difluoromethyldibenzo[b,e][1,4]diazepine FC(C=1C2=C(NC3=C(N1)C=CC=C3)C=CC=C2)F